C(C)S(=O)(=O)OC=1C=NC(=NC1)C=1C=NN(C1C(=O)O)C 4-(5-((ethylsulfonyl)oxy)pyrimidin-2-yl)-1-methyl-1H-pyrazole-5-carboxylic acid